C(C)NC(=O)N1[C@H]([C@]2(COCS(N2)(=O)=O)CCC1)COC1CCC(CC1)C1=CC=CC=C1 |o1:6,7| rel-(6S,7R)-N-ethyl-2,2-dioxo-7-({[(1s,4s)-4-phenylcyclohexyl]oxy}methyl)-4-oxa-2λ6-thia-1,8-diazaspiro[5.5]undecane-8-carboxamide